4-chloro-N-(2-(4,4-difluoro-3-vinylpiperidin-1-yl)-6-methylpyrimidin-4-yl)-2-(5-vinylthiophen-2-yl)benzamide ClC1=CC(=C(C(=O)NC2=NC(=NC(=C2)C)N2CC(C(CC2)(F)F)C=C)C=C1)C=1SC(=CC1)C=C